propoxy-[1,1'-biphenyl] C(CC)OC1=C(C=CC=C1)C1=CC=CC=C1